ClC=1C=C(C=C(C1)Cl)C1=NC(=CC(=C1)CN1CCC(CC1)CC(=O)O)OC=1N=NC(=CC1)N1CCN(CCC1)C 2-(1-((2-(3,5-dichlorophenyl)-6-((6-(4-methyl-1,4-diazepan-1-yl)pyridazin-3-yl)oxy)pyridin-4-yl)methyl)piperidin-4-yl)acetic acid